C1(CCCC1)[Sn](N(C)C)(N(C)C)N(C)C Cyclopentyl-tris(dimethylamino)tin